((4-chlorophenyl)sulfonyl)-3-(4-methoxyphenyl)-N-((S)-3-methyl-1-sulfamoylbutan-2-yl)-4-phenyl-4,5-dihydro-1H-pyrazole-1-carboxamide ClC1=CC=C(C=C1)S(=O)(=O)C1(C(=NN(C1)C(=O)N[C@H](CS(N)(=O)=O)C(C)C)C1=CC=C(C=C1)OC)C1=CC=CC=C1